(S)-2-((S)-3-((tert-butoxycarbonyl)amino)-2-oxopyrrolidin-1-yl)-4-methylpentanoic acid C(C)(C)(C)OC(=O)N[C@@H]1C(N(CC1)[C@H](C(=O)O)CC(C)C)=O